O1CC(CC1)NC=1C=C2CCN(C2=CC1)C(=O)OC(C)(C)C tert-Butyl 5-((tetrahydrofuran-3-yl)amino)indoline-1-carboxylate